3-(9-((4-(aminomethyl)-2,6-dimethylphenyl)carbamoyl)-4,5-dihydrobenzo[b]thieno[2,3-d]oxepin-8-yl)-6-(3,3-dimethylpyrrolidine-1-carbonyl)picolinic acid NCC1=CC(=C(C(=C1)C)NC(=O)C1=CC2=C(OCCC3=C2SC=C3)C=C1C=1C(=NC(=CC1)C(=O)N1CC(CC1)(C)C)C(=O)O)C